1,1,4,4-butanetetracarboxylic acid C(CCC(C(=O)O)C(=O)O)(C(=O)O)C(=O)O